C(CC)C=1CCOC1 (S)-4-propyl-dihydrofuran